racemic-N-(4-([1,2,4]triazolo[1,5-c]pyrimidin-7-yloxy)-3-methylphenyl)-5-(7-fluoro-5-methyl-2,5-diazaspiro[3.4]octan-2-yl)-6-methoxyquinazolin-4-amine N=1C=NN2C=NC(=CC21)OC2=C(C=C(C=C2)NC2=NC=NC1=CC=C(C(=C21)N2CC1(C2)N(C[C@@H](C1)F)C)OC)C |r|